1,3-dioxoisoindoline-5-carboxamide O=C1NC(C2=CC(=CC=C12)C(=O)N)=O